B(O)(O)O.C[SiH](CCCN)C.C[SiH](CCCN)C.C[SiH](CCCN)C tri(dimethyl-aminopropyl-silane) borate